4-[2-tert-butoxyethyl-[4-(5,6,7,8-tetrahydro-1,8-naphthyridin-2-yl)butyl]amino]-2-[(2-methyl-2-phenyl-propanoyl)amino]butanoic acid C(C)(C)(C)OCCN(CCC(C(=O)O)NC(C(C)(C1=CC=CC=C1)C)=O)CCCCC1=NC=2NCCCC2C=C1